6'-(((1S,3S)-3-aminocyclopentyl)amino)-5-(1-(4-methoxybenzyl)-1H-tetrazol-5-yl)-2H-[1,3'-bipyridin]-2-one N[C@@H]1C[C@H](CC1)NC1=CC=C(C=N1)N1C(C=CC(=C1)C1=NN=NN1CC1=CC=C(C=C1)OC)=O